ClC=1C=C(C=C(C1)Cl)C1=NC(=CC(=C1)CN1CCC(CC1)CNC(C)=O)OC=1C=NC(=CC1)N1CCN(CC1)C N-((1-((2-(3,5-dichlorophenyl)-6-((6-(4-methylpiperazin-1-yl)pyridin-3-yl)oxy)pyridin-4-yl)methyl)piperidin-4-yl)methyl)acetamide